7-formyl-6-methoxy-2-ethyl-1H-pyrrolo[3,2-c]pyridine-3-carbonitrile C(=O)C=1C2=C(C=NC1OC)C(=C(N2)CC)C#N